O1CCN(CC1)S(=O)(=O)N1CC(CC(C1)C1=CC=CC=C1)O 1-(morpholinosulfonyl)-5-phenylpiperidin-3-ol